FC1=CC=C2CC3(CCN(CC3)C(=O)OC(C)(C)C)C(C2=C1)=O tert-butyl 6-fluoro-1-oxo-spiro[indane-2,4'-piperidine]-1'-carboxylate